4'-(1,1-dimethylethyl)[1,1'-biphenyl]-3-amine CC(C)(C)C1=CC=C(C=C1)C1=CC(=CC=C1)N